FC1=C(C=C(C=C1)C)N(C(=O)[C@H]1N(S(CC1)(=O)=O)C1=NC(=CC(=C1)C(F)(F)F)C)C (S)-N-(2-fluoro-5-methylphenyl)-N-methyl-2-(6-methyl-4-(trifluoromethyl)pyridin-2-yl)isothiazolidine-3-carboxamide 1,1-dioxide